tert-butyl 3-(6-methyl-3-(4-(methylcarbamoyl)phenyl)-4-oxo-3,4-dihydropyrido[3,4-d]pyrimidin-2-yl)pyrrolidine-1-carboxylate CC1=CC2=C(N=C(N(C2=O)C2=CC=C(C=C2)C(NC)=O)C2CN(CC2)C(=O)OC(C)(C)C)C=N1